C(C(C)C)N1CCC(CC1)N1CCC(CC1)C=1C=C2C(=C(NC2=CC1)C1=C2C(=NC=C1)NC=C2)C 4-(5-(1'-isobutyl-[1,4'-bipiperidin]-4-yl)-3-methyl-1H-indol-2-yl)-1H-pyrrolo[2,3-b]pyridine